N1CC(C1)N1N=C(C2=NC=CC=C21)C2=CC=C(C=C2)C(F)(F)F 1-(azetidin-3-yl)-3-(4-(trifluoromethyl)phenyl)-1H-pyrazolo[4,3-b]pyridine